CC(C(=O)O)(CCCC1=NN(C(C(=C1)C(F)(F)F)=O)COCC[Si](C)(C)C)C 2,2-dimethyl-5-[6-oxo-5-(trifluoromethyl)-1-(2-trimethylsilylethoxymethyl)pyridazin-3-yl]pentanoic acid